(6-((2-((4-((1,4-oxazepan-4-yl)methyl)-2-methoxy-5-(1-methyl-1H-pyrazol-4-yl)phenyl)amino)-5-bromopyrimidin-4-yl)amino)quinoxalin-5-yl)dimethylphosphine O1CCN(CCC1)CC1=CC(=C(C=C1C=1C=NN(C1)C)NC1=NC=C(C(=N1)NC=1C(=C2N=CC=NC2=CC1)P(C)C)Br)OC